C1(CCC1)C1=CC(=C2C=C(C(NC2=C1)=O)C(=O)N[C@H]1CS(C=C1)(=O)=O)C (R)-7-Cyclobutyl-N-(1,1-dioxido-2,3-dihydrothiophen-3-yl)-5-methyl-2-oxo-1,2-dihydroquinoline-3-carboxamide